CNC(=O)NC1=CC=C(C=C1)CN1C(C2=CC=CC=C2C1)=O 1-methyl-3-(4-((1-oxoisoindolin-2-yl)methyl)phenyl)urea